O1COC2=C1C=CC(=C2)C=2C=C1CCNCC1=CC2 6-(benzo[d][1,3]dioxol-5-yl)-1,2,3,4-tetrahydroisoquinoline